ClC1=C(C=C(C=C1)C1=NN=NN1)N1C2=C(NCC=C1)C1=CC=CC=C1C=C2 5-[2-chloro-5-(1H-tetrazol-5-yl)phenyl]-1H-naphtho[1,2-b][1,4]diazepine